6-((diphenylmethylene)amino)pyridine C1(=CC=CC=C1)C(C1=CC=CC=C1)=NC1=CC=CC=N1